2-((6-((4-(4-chlorothiazol-2-yl)piperazin-1-yl)sulfonyl)pyridazin-3-yl)carbamoyl)benzoic acid ClC=1N=C(SC1)N1CCN(CC1)S(=O)(=O)C1=CC=C(N=N1)NC(=O)C1=C(C(=O)O)C=CC=C1